COCCOCCN(C=1C=CC(=NC1)N)C N5-[2-(2-methoxyethoxy)ethyl]-N5-methylpyridine-2,5-diamine